C(=O)(C=C)N1CCC(CC1)C1=CC=C(C=C1)C=1C=2N(C=C(C1)C=1C=NN(C1)C)N=CC2C#N 4-(4-(1-Acrylpiperidin-4-yl)phenyl)-6-(1-methyl-1H-pyrazol-4-yl)pyrazolo[1,5-a]pyridine-3-carbonitrile